C1=CC(=C(C2=NC=C(C=C21)Cl)C(=O)O)Cl The molecule is a quinolinemonocarboxylic acid that is quinoline-8-carboxylic acid in which the hydrogens at positions 3 and 7 have been replaced by chlorines. It is used (particularly as its dimethylamine salt, known as quinclorac-dimethylammonium) as a (rather persistent) herbicide for the post-emergence control of weeds in rice, grass and turf. It is not approved for use within the European Union. It has a role as a herbicide, an agrochemical and a synthetic auxin. It is a quinolinemonocarboxylic acid, an organochlorine compound and a monocarboxylic acid. It is a conjugate acid of a quinclorac(1-).